FC=1C=C2C(=C(N(C2=CC1)C1=CC(=C(C=C1)F)C)C(C)C)I 5-fluoro-1-(4-fluoro-3-methyl-phenyl)-3-iodo-2-isopropyl-indole